3-fluorocyclobutyl 4-methylbenzenesulfonate CC1=CC=C(C=C1)S(=O)(=O)OC1CC(C1)F